N1C=C(C2=CC=CC=C12)\C=C/1\C(N=C(S1)NC=1C=C(C(=O)O)C=CC1)=O (Z)-3-((5-((1H-indol-3-yl)methylene)-4-oxo-4,5-dihydrothiazol-2-yl)amino)benzoic acid